ClC=1C(=NC(=NC1)NC1CCOCC1)C1=CC=C2CN(C(C2=C1)=O)CC(=O)N1CCC2=C(CC1)C=CC(=C2)OC 6-{5-chloro-2-[(oxan-4-yl)amino]pyrimidin-4-yl}-2-[2-(7-methoxy-2,3,4,5-tetrahydro-1H-3-benzazepin-3-yl)-2-oxoethyl]-2,3-dihydro-1H-isoindol-1-one